ClC=1N=NC(=C(C1C)C)Cl 3,6-dichloro-4,5-dimethyl-pyridazine